4'-hydroxyazobenzene-2-carboxylic acid C1=CC=C(C(=C1)C(=O)O)N=NC2=CC=C(C=C2)O